[(3S)-1-(2-benzyloxyethyl)-5-oxo-pyrrolidin-3-yl] (4-nitrophenyl) carbonate C(O[C@@H]1CN(C(C1)=O)CCOCC1=CC=CC=C1)(OC1=CC=C(C=C1)[N+](=O)[O-])=O